OC1=C(C(C)(C)C=2C=C(C=C(C2)N2NC3=C(N2)C=CC=C3)C(C3=CC=CC=C3)(C)C)C=CC=C1 2-(2'-hydroxy-3',5'-bis(α,α-dimethylbenzyl)phenyl)benzotriazoleN